bis(N,N'-dimethylimidazolium) octadecenyl-succinate C(=CCCCCCCCCCCCCCCCC)C(C(=O)[O-])CC(=O)[O-].CN1C=[N+](C=C1)C.CN1C=[N+](C=C1)C